CC(C(=O)NC1CCC(CC1)N1C(C=C(C2=C1N=C(N=C2)S(=O)(=O)C)C#C[Si](C(C)C)(C(C)C)C(C)C)=O)C 2-Methyl-N-[(1s,4s)-4-{2-methanesulfonyl-7-oxo-5-[2-(triisopropylsilyl)ethynyl]pyrido[2,3-d]pyrimidin-8-yl}cyclohexyl]propanamide